2-(3-Benzyloxy-cyclobutyl)-2-methyl-propionic acid C(C1=CC=CC=C1)OC1CC(C1)C(C(=O)O)(C)C